Cl.O1C=NC=C1C(=O)O oxazole-5-carboxylic acid hydrochloride